2-(4,4-difluorocyclohexyl)-6-((5-methyl-3-(6-methylpyridin-3-yl)isoxazol-4-yl)methoxy)-1H-pyrrolo[3,4-c]pyridin-3(2H)-one FC1(CCC(CC1)N1C(C=2C=NC(=CC2C1)OCC=1C(=NOC1C)C=1C=NC(=CC1)C)=O)F